FC1=C(C=CC=C1CNCC1=C(C=C(C=C1)OCC1=CC=C(C=C1)OC)O)NC(OC(C)(C)C)=O tert-butyl (2-fluoro-3-(((2-hydroxy-4-((4-methoxybenzyl)oxy) benzyl)amino)methyl)phenyl)carbamate